C(#N)C1=CC=C(C=C1C1=C(C=CC=C1C)C)C=1NC(=C([N+]1[O-])C(NC1=CC(=CC=C1)C(CC)(F)F)=O)C 2-(6-cyano-2',6'-dimethyl-[1,1'-biphenyl]-3-yl)-4-((3-(1,1-difluoropropyl)phenyl)carbamoyl)-5-methyl-1H-imidazole 3-oxide